N=1N(N=C2C1C=CC=C2)C2=C(C=CC(=C2)CCO)O 2-(2H-benzo[d][1,2,3]triazol-2-yl)-4-(2-hydroxyethyl)phenol